BrC=1N=C(N(C1)C)C(C(F)(F)F)O (4-Bromo-1-methyl-1H-imidazol-2-yl)-2,2,2-trifluoroethan-1-ol